(S)-(+)-2-(6-methoxy-2-naphthyl)propane COC=1C=C2C=CC(=CC2=CC1)C(C)C